C(#N)C1=CC(=C(C=C1)NS(=O)(=O)C1=CNC(=C1)C1=C(C=CC(=C1)F)F)F N-(4-cyano-2-fluoro-phenyl)-5-(2,5-difluorophenyl)-1H-pyrrole-3-sulfonamide